FC(C(C(F)F)(O)C1=CC=C(C=C1)N1N=CC=C(C1)C(=O)N)F [4-(1,1,3,3-tetrafluoro-2-hydroxypropan-2-yl)phenyl]-2,3-dihydropyridazine-4-carboxamide